2-[5-Acetyloxy-2-(acetyloxymethyl)-6-[4-(3-phenylprop-2-enoyl)phenoxy]-3-[3,4,5-triacetyloxy-6-(acetyloxymethyl)oxan-2-yl]oxyoxan-4-yl]acetate C(C)(=O)OC1C(C(C(OC1OC1=CC=C(C=C1)C(C=CC1=CC=CC=C1)=O)COC(C)=O)OC1OC(C(C(C1OC(C)=O)OC(C)=O)OC(C)=O)COC(C)=O)CC(=O)[O-]